[Cr].[Nb].[V].[Ta].[Zr] zirconium tantalum vanadium niobium chromium